(R)-4-(1,3-dioxoisoindolin-2-yl)-3-methyl-N-(1-(piperidin-4-yl)ethyl)benzenesulfonamide hydrochloride Cl.O=C1N(C(C2=CC=CC=C12)=O)C1=C(C=C(C=C1)S(=O)(=O)N[C@H](C)C1CCNCC1)C